CC1=NN(C(=C1)C)C1=NC=CN=C1 2-(3,5-dimethyl-1H-pyrazol-1-yl)pyrazine